1-(methyl-d3)imidazole-5-carboxylic acid C(N1C=NC=C1C(=O)O)([2H])([2H])[2H]